tert-butyl (2-((2-((((9H-fluoren-9-yl)methoxy)carbonyl)amino)ethyl)amino)-2-oxoethoxy)carbamate C1=CC=CC=2C3=CC=CC=C3C(C12)COC(=O)NCCNC(CONC(OC(C)(C)C)=O)=O